(S)-2-cyclopropyl-2-((2S,4R)-4-fluoro-1-(1-(trifluoromethyl)cyclopropane-1-carbonyl)pyrrolidine-2-carboxamido)acetic acid C1(CC1)[C@@H](C(=O)O)NC(=O)[C@H]1N(C[C@@H](C1)F)C(=O)C1(CC1)C(F)(F)F